glutathione phosphonamidate P(O)(=O)N.N[C@H](C(=O)O)CCC(=O)N[C@@H](CS)C(=O)NCC(=O)O